Cl.COC=1C=C(C=CC1)NN (3-Methoxyphenyl)hydrazine hydrochloride